C(C(=C)C)(=O)OC(CCCCCC(C)C)OC(C(=C)C)=O isononanediol dimethacrylate